3-[(2R)-4-(7-cyano-5-fluoro-2,3-dihydro-1H-indole-1-carbonyl)-2-ethylpiperazin-1-yl]-6-(2-ethoxyphenyl)-N-[(3S)-1-methylpyrrolidin-3-yl]pyridine-2-carboxamide C(#N)C=1C=C(C=C2CCN(C12)C(=O)N1C[C@H](N(CC1)C=1C(=NC(=CC1)C1=C(C=CC=C1)OCC)C(=O)N[C@@H]1CN(CC1)C)CC)F